ClC1=C(C=CC(=C1)C)C(CN)(F)F 2-(2-chloro-4-methyl-phenyl)-2,2-difluoro-ethylamine